5-(5-(1-(dimethylglycyl)piperidin-4-yl)-3-isopropyl-1H-indol-2-yl)-1-ethyl-3,4-dimethylpyridin-2(1H)-one CN(CC(=O)N1CCC(CC1)C=1C=C2C(=C(NC2=CC1)C=1C(=C(C(N(C1)CC)=O)C)C)C(C)C)C